1-bromo-5-cyclopropoxy-4-iodo-2-methyl-benzene BrC1=C(C=C(C(=C1)OC1CC1)I)C